CN(C1=CC=C(C=C1)C=1NC(=C(C1)C(=O)NCCN1CCN(CC1)C)C1=CC=CC=C1)C (4-(dimethylamino)phenyl)-N-(2-(4-methylpiperazin-1-yl)ethyl)-5-phenylAzole-4-carboxamide